2-butyl-1-(4-(((2-cyclobutylethyl)amino)methyl)benzyl)-1H-imidazo[4,5-c]quinolin-4-amine C(CCC)C=1N(C2=C(C(=NC=3C=CC=CC23)N)N1)CC1=CC=C(C=C1)CNCCC1CCC1